COC(=O)C1(CCCCC1)N1N=NC(=C1)C=1C=NC(=CC1NC(C)C)Cl [4-[6-chloro-4-(isopropylamino)-3-pyridinyl]Triazol-1-yl]Cyclohexanecarboxylic acid methyl ester